C(OC[C@@]1(NC2=C(NC1=O)C=NC1=C2C=CN1)C)([2H])([2H])[2H] (S)-2-((methoxy-d3)methyl)-2-Methyl-1,2,4,7-tetrahydro-3H-pyrrolo[3',2':5,6]pyrido[3,4-b]pyrazin-3-one